ClC1=C(C=NC(=C1F)Cl)C(=O)O 4,6-dichloro-5-fluoropyridine-3-carboxylic acid